CN(CC1CNCCO1)C N,N-dimethyl-1-(morpholin-2-yl)methanamine